di-decyl-phenyl-naphthyl-amine C(CCCCCCCCC)C=1C(=C(C2=CC=CC=C2C1)NC1=CC=CC=C1)CCCCCCCCCC